C(C)NC(=O)N1C2CNCC1CC2 N-ethyl-3,8-diazabicyclo[3.2.1]octane-8-carboxamide